2,2'-methylenebis[5-(dimethylamino)phenol] C(C1=C(C=C(C=C1)N(C)C)O)C1=C(C=C(C=C1)N(C)C)O